BrC/C(=C/C(=O)OCC)/C ethyl (E)-4-bromo-3-methylbut-2-enoate